Methyl-Acrylate COC(C=C)=O